tert-butyl (S)-3-((6-(1H-imidazol-1-yl) pyridin-3-yl) oxy)-2-hydroxy-2-methylpropionate N1(C=NC=C1)C1=CC=C(C=N1)OC[C@](C(=O)OC(C)(C)C)(C)O